1-(2,2,6-trimethylcyclohexyl)-3-hexanol CC1(C(C(CCC1)C)CCC(CCC)O)C